N-[3-[6-(methylamino)imidazo[1,2-b]pyridazin-3-yl]phenyl]acetamide CNC=1C=CC=2N(N1)C(=CN2)C=2C=C(C=CC2)NC(C)=O